N1CCCC2=C(C=CC=C12)N1CCC(CC1)CCO 2-[1-(1,2,3,4-tetrahydroquinolin-5-yl)-4-piperidinyl]ethanol